(E)-4-(3,4-dichlorostyryl)-2-(((4-(4,4-difluoropiperidin-1-yl)phenyl)amino)methyl)phenol ClC=1C=C(/C=C/C2=CC(=C(C=C2)O)CNC2=CC=C(C=C2)N2CCC(CC2)(F)F)C=CC1Cl